N[C@@H](C(C)C)C(=O)O (S,S)-valine